4-(4-(6-(4-isopropyl-5-(8-methoxy-[1,2,4]triazolo[1,5-a]pyridin-6-yl)-1H-pyrazol-3-yl)pyridin-3-yl)piperazin-1-yl)tetrahydro-2H-thiopyran C(C)(C)C=1C(=NNC1C=1C=C(C=2N(C1)N=CN2)OC)C2=CC=C(C=N2)N2CCN(CC2)C2CCSCC2